2-ethoxy-4-methylphenyl 2-chlorobenzoate ClC1=C(C(=O)OC2=C(C=C(C=C2)C)OCC)C=CC=C1